1,2,3-triazolo[4,5-b]pyrazine N1N=NC=2C1=NC=CN2